(6-(((S)-1-(isoquinolin-3-ylmethyl)pyrrolidin-3-yl)oxy)-1-oxoisoindolin-2-yl)-piperidine-2,6-dione C1=NC(=CC2=CC=CC=C12)CN1C[C@H](CC1)OC1=CC=C2CN(C(C2=C1)=O)N1C(CCCC1=O)=O